2-((4-Fluoro-2-methoxy-5-nitrophenyl)amino)-4-(1-methyl-1H-indazol-4-yl)pyrimidine FC1=CC(=C(C=C1[N+](=O)[O-])NC1=NC=CC(=N1)C1=C2C=NN(C2=CC=C1)C)OC